ClC1=CC(=C(N=N1)C(=O)NC([2H])([2H])[2H])SC 6-chloro-N-(methyl-d3)-4-(methylthio)pyridazine-3-carboxamide